O[C@]([C@H](/C=C/[C@@H]([C@H](C=O)\C(\C)=C\C=C\C(C)C1=CC=NC=C1)C)OC(=O)N1CCN(CC1)C1CCCCCC1)(CC[C@@H](CC=O)O)C 4-cycloheptylpiperazine-1-carboxylic acid [(2s,3s,4e,6s,7s,10s)-7,10-dihydroxy-3,7-dimethyl-12-oxo-2-[(2e,4e)-6-pyridin-4-ylhept-2,4-dien-2-yl]-1-oxododec-4-en-6-yl] ester